(1-(6-Amino-5-((2-chloro-3-sulfamoylphenyl)thio)pyrazin-2-yl)-4-methylpiperidin-4-yl)carbamic acid tert-butyl ester C(C)(C)(C)OC(NC1(CCN(CC1)C1=NC(=C(N=C1)SC1=C(C(=CC=C1)S(N)(=O)=O)Cl)N)C)=O